rac-(2R)-2-[2-[7-bromo-4-chloro-6-(4-morpholin-4-ylphenyl)indazol-2-yl]-3-ethaneOxy-3-oxopropanoyl]Pyrrolidine-1-carboxylic acid tert-butyl ester C(C)(C)(C)OC(=O)N1[C@H](CCC1)C(C(C(=O)OCC)N1N=C2C(=C(C=C(C2=C1)Cl)C1=CC=C(C=C1)N1CCOCC1)Br)=O |r|